5-chloro-3-((3-(4-hydroxyphenyl)-1-methoxy-1-oxopropan-2-ylimino)methyl)-2-(isobutyryloxy)phenyl 4-methylbenzoate CC1=CC=C(C(=O)OC2=C(C(=CC(=C2)Cl)C=NC(C(=O)OC)CC2=CC=C(C=C2)O)OC(C(C)C)=O)C=C1